C(CCC)(=O)[O-].[Na+].BrC1=C(N(C=2N(C1=O)N=C(N2)C=2CC(OCC2)C)CC(=O)NC2=C(C=C(C=C2)C(F)(F)F)Cl)CC 2-[6-bromo-5-ethyl-2-(2-methyl-3,6-dihydro-2H-pyran-4-yl)-7-oxo-[1,2,4]triazolo[1,5-a]pyrimidin-4-yl]-N-[2-chloro-4-(trifluoromethyl)phenyl]acetamide sodium butyrate